C(C)[C@@]1(CC[C@@]2([C@H]3CC[C@@]4([C@H](CC[C@H]4[C@@H]3CC[C@H]2C1)[C@@H](C(F)(F)F)CCCC(C)(C)O)C)C)O (3S,5S,8R,9S,10S,13S,14S,17R)-3-ethyl-10,13-dimethyl-17-((S)-1,1,1-trifluoro-6-hydroxy-6-methylheptan-2-yl)hexadecahydro-1H-cyclopenta[a]phenanthren-3-ol